1-(2-(1H-1,2,4-triazol-1-yl)ethyl)-3,3-dimethyl-5-(2-nitrophenyl)indoline N1(N=CN=C1)CCN1CC(C2=CC(=CC=C12)C1=C(C=CC=C1)[N+](=O)[O-])(C)C